2-(4-chloro-2-(trifluoromethyl)benzyl)-3-methylimidazo[1,2-a]pyridine-7-carboxylic acid ClC1=CC(=C(CC=2N=C3N(C=CC(=C3)C(=O)O)C2C)C=C1)C(F)(F)F